5-(quinolin-7-ylmethylene)-3,5-dihydro-4H-imidazol-4-one N1=CC=CC2=CC=C(C=C12)C=C1C(NC=N1)=O